C1(CCCCC1)C1=CC2=C(C=N1)C(OC(O2)(C)C)=O 7-(cyclohexyl)-2,2-dimethyl-4H-[1,3]-dioxino[5,4-c]pyridin-4-one